[N+](=O)([O-])C=1C=C(C=C2CCCOC12)O 8-Nitrochroman-6-ol